ClC1=CC(=C(C=C1)[C@@]1(OC2=C(O1)C=CC=C2C2CCN(CC2)CC=2N(C(=CN2)C=O)C[C@H]2OCC2)C)F 2-((4-((S)-2-(4-chloro-2-fluorophenyl)-2-methylbenzo[d][1,3]dioxol-4-yl)piperidin-1-yl)methyl)-1-(((S)-oxetan-2-yl)methyl)-1H-imidazole-5-carbaldehyde